4,6-dichloro-2-(4-(ethylsulfonyl)benzyl)-5-(2-(trifluoromethoxy)phenyl)-1H-benzo[d]Imidazole ClC1=C(C(=CC=2NC(=NC21)CC2=CC=C(C=C2)S(=O)(=O)CC)Cl)C2=C(C=CC=C2)OC(F)(F)F